((2R,3S,4R,5R)-5-(3-((2-(1,3-dimethyl-2,6-dioxo-1,2,3,6-tetrahydro-7H-purin-7-yl)ethoxy)carbonyl)pyridin-1-ium-1-yl)-3,4-dihydroxytetrahydrofuran-2-yl)methyl hydrogen phosphate P(=O)(OC[C@H]1O[C@H]([C@@H]([C@@H]1O)O)[N+]1=CC(=CC=C1)C(=O)OCCN1C=NC=2N(C(N(C(C12)=O)C)=O)C)(O)[O-]